propoxyethoxyethyl acrylate C(C=C)(=O)OCCOCCOCCC